Cl.N[C@H](C(=O)O)CC1=CC=C(C=C1)C=1C2=C(N=CN1)N(C=C2)CC2=CC=C(C=C2)C2=CC(=CC=C2)OC (S)-2-amino-3-(4-(7-((3'-methoxy-[1,1'-biphenyl]-4-yl)methyl)-7H-pyrrolo[2,3-d]pyrimidine-4-yl)phenyl)propionic acid hydrochloride